1-[5-(5-chloro-2-methoxypyridin-4-yl)-1H-pyrazole-3-carbonyl]-N-[(6-cyanopyridin-3-yl)methyl]piperidine-4-carboxamide ClC=1C(=CC(=NC1)OC)C1=CC(=NN1)C(=O)N1CCC(CC1)C(=O)NCC=1C=NC(=CC1)C#N